N2-butyl-7-(4-(pyrrolidin-1-ylmethyl)benzyl)imidazo[2,1-f][1,2,4]triazine-2,4-diamine C(CCC)NC1=NN2C(C(=N1)N)=NC=C2CC2=CC=C(C=C2)CN2CCCC2